C1(CCCCC1)CN1C(=NOC1=O)CC1=C(N=CS1)C 4-(cyclohexylmethyl)-3-[(4-methyl-1,3-thiazol-5-yl)methyl]-1,2,4-oxadiazol-5(4H)-one